C(C)OC(CC1=C(C=CC=C1)C1CC1)=O 2-(2-cyclopropylphenyl)acetic acid ethyl ester